C1(CCCCCC1)C(=O)OC(CSCCCCCC(CCCCCOC(C(CCCCCCCC)CCCCCC)=O)=O)CCCCCC 1-((11-((2-Hexyldecanoyl)oxy)-6-oxoundecyl)thio)octan-2-yl cycloheptane-carboxylate